C(#N)C=1C=C(C=C(C1C)F)[C@H](CCO)N(C(OC(C)(C)C)=O)O tert-Butyl N-[(1S)-1-(3-cyano-5-fluoro-4-methyl-phenyl)-3-hydroxy-propyl]-N-hydroxy-carbamate